ClC=1C=CC=C2C=CC=C(C12)C1=C(C=2N=C(N=C(C2C=N1)N1CC2CCC(C1)N2)OCCN2C(=NC=C2)N)F 1-[2-[7-(8-chloro-1-naphthyl)-4-(3,8-diazabicyclo[3.2.1]octan-3-yl)-8-fluoro-pyrido[4,3-d]pyrimidin-2-yl]oxyethyl]imidazol-2-amine